ClC1=CC=C(C=N1)CP(OCC)([O-])=O ethyl (6-chloropyridin-3-yl)(methyl)phosphonate